1-(m-tolyl)propan-1-one C1(=CC(=CC=C1)C(CC)=O)C